COC1=C(C(=O)O)C=CC(=C1)C1=NN(C=N1)C1=CC=C(C=C1)OC(F)(F)F 2-methoxy-4-(1-(4-(trifluoromethoxy)phenyl)-1H-1,2,4-triazol-3-yl)benzoic acid